(R)-4-(1-((benzyloxy)carbonyl)azetidin-3-yl)-3-(fluoromethyl)piperazine-1-carboxylic acid tert-butyl ester C(C)(C)(C)OC(=O)N1C[C@@H](N(CC1)C1CN(C1)C(=O)OCC1=CC=CC=C1)CF